NCC#CC=1C(=C(C=CC1)NC1C(NC(CC1)=O)=O)F 3-((3-(3-aminoprop-1-yn-1-yl)-2-fluorophenyl)amino)piperidine-2,6-dione